Cl.C(C)(C)(C)C1=NOC(=N1)C(=O)N[C@H](C)C1=C(C=C(C=C1)C1=NC=NC(=C1)NC1=NC(=C(C=C1)N1CCNCC1)CC)C (R)-3-(tert-butyl)-N-(1-(4-(6-((6-ethyl-5-(piperazin-1-yl)pyridin-2-yl)amino)pyrimidin-4-yl)-2-methylphenyl)ethyl)-1,2,4-oxadiazole-5-carboxamide hydrochloride